C12CNCC(CCC1)C2NC(=O)[C@H]2CN(C[C@H](O2)C)C=2C=1N(C(=CC2)C#N)N=CC1 (2R,6R)-N-(3-azabicyclo[3.3.1]nonan-9-yl)-4-(7-cyanopyrazolo[1,5-a]pyridin-4-yl)-6-methyl-morpholine-2-carboxamide